C(CCCCCCCCCCCCCCCCCCC)(=O)OCCCCC(OC(NCCN(C(OC(C)(C)C)=O)CCN(C)C)=O)CCCCOC(CCCCCCCCCCCCCCCCCCC)=O 5-[2-(dimethylamino) ethyl]-2,2-dimethyl-4,9-dioxo-11-{4-[(1-oxoeicosyl) oxy] butyl}-5,8-diaza-3,10-dioxapentadec-15-yl eicosanoate